tert-butyl 1-iodo-3-tosyl-3,6,8,9-tetrahydro-7H-pyrrolo[2,3-c][2,7]naphthyridine-7-carboxylate IC1=CN(C=2N=CC=3CN(CCC3C21)C(=O)OC(C)(C)C)S(=O)(=O)C2=CC=C(C)C=C2